tert-butyl 5-[[5-cyclopropyl-3-(2,6-dichlorophenyl)-1,2-oxazol-4-yl] methoxy]-3-methyl-2-azabicyclo[2.2.1]heptane-2-carboxylate C1(CC1)C1=C(C(=NO1)C1=C(C=CC=C1Cl)Cl)COC1C2C(N(C(C1)C2)C(=O)OC(C)(C)C)C